6-(4-bromo-1H-pyrazol-1-yl)-5-(p-chlorophenyl)-4-pyrimidinylamine BrC=1C=NN(C1)C1=C(C(=NC=N1)N)C1=CC=C(C=C1)Cl